P(O)(=O)(OP(=O)(O)OP(=O)(O)O)OC[C@@H]1[C@H]([C@H]([C@@H](O1)C1=C(NC(=O)NC1=O)C#N)O)O 6-cyano-pseudouridine triphosphate